BrC=1SC(=C(N1)C[C@@H](C(=O)OCC)NC(=O)OC(C)(C)C)CCCCO ethyl (S)-3-(2-bromo-5-(4-hydroxybutyl)thiazol-4-yl)-2-((tert-butoxycarbonyl)amino)propanoate